C(C)OC(C12CC(C1)(C2)C2=CC=C(C=C2)C2=CC(=C1CN(C(C1=C2)=O)[C@@H](C(=O)OCC)C2=C1N(C=N2)CCC1)F)OCC |r| ethyl (2RS)-2-[6-[4-[3-(diethoxymethyl)-1-bicyclo[1.1.1]pentanyl]phenyl]-4-fluoro-1-oxo-isoindolin-2-yl]-2-(6,7-dihydro-5H-pyrrolo[1,2-c]imidazol-1-yl)acetate